3-(3-((4-(6-((6-acetyl-8-cyclopentyl-5-methyl-7-oxo-7,8-dihydropyrido[2,3-d]pyrimidin-2-yl)amino)pyridin-3-yl)piperazin-1-yl)methyl)phenyl)piperidine-2,6-dione C(C)(=O)C1=C(C2=C(N=C(N=C2)NC2=CC=C(C=N2)N2CCN(CC2)CC=2C=C(C=CC2)C2C(NC(CC2)=O)=O)N(C1=O)C1CCCC1)C